COC(=O)C1(CC(C1)=O)C1=CC=C(C=C1)C=1N(C=C(N1)C(F)(F)F)C 1-(4-(1-methyl-4-(trifluoromethyl)-1H-imidazol-2-yl)phenyl)-3-oxocyclobutane-1-carboxylic acid methyl ester